5-(N-(tert-Butyldimethylsilyl)sulfamoyl)furan-3-carboxylic acid ethyl ester C(C)OC(=O)C1=COC(=C1)S(N[Si](C)(C)C(C)(C)C)(=O)=O